tert-butyl (2-(2-methylthiazol-4-yl)ethyl)carbamate CC=1SC=C(N1)CCNC(OC(C)(C)C)=O